α-bromophenylacetic acid methyl ester COC(C(Br)C1=CC=CC=C1)=O